C(C)(C)(C)OC(=O)N(C)CC=1C=C(N(C1)S(=O)(=O)C=1C=C(C=CC1)/C=C/C(=O)O)C1=C(C=CC=C1)F (E)-3-(3-((4-(((tert-butoxycarbonyl)(methyl)amino)methyl)-2-(2-fluorophenyl)-1H-pyrrole-1-yl)sulfonyl)phenyl)acrylic acid